(1R,2r,3S,4''S,5S,5's,7S)-4''-(2-((2-amino-2-methylpropyl)amino)-2-oxoethyl)-N-(3-(4-fluorobenzamido)propyl)dispiro[adamantane-2,3'-[1,2,4]trioxolane-5',1''-cyclohexane]-5-carboxamide NC(CNC(CC1CCC2(CC1)OC1(OO2)[C@@H]2CC3CC(C[C@@H]1C3)(C2)C(=O)NCCCNC(C2=CC=C(C=C2)F)=O)=O)(C)C